N1C[C@@H](CCC1)N(C(C1=CC=C(C=C1)NC1=CC=NC=C1)=O)C1=NC2=CC=CC=C2C=C1 (R)-N-(piperidin-3-yl)-4-(pyridin-4-ylamino)-N-(quinolin-2-yl)benzamide